4-Methylbenzenesulfonic acid (3-hydroxy-2,3-dimethyl-butyl) ester OC(C(COS(=O)(=O)C1=CC=C(C=C1)C)C)(C)C